C(CCCCCCCCCCCC)OP(OCCCCCCCCCCCCC)OP(OCCCCCCCCCCCCC)OCCCCCCCCCCCCC.C(CCCC1=C(C=CC(=C1)C(C)(C)C)C)C1=C(C=CC(=C1)C(C)(C)C)C 4,4'-butylene-bis-(3-methyl-6-tertiary butylbenzene) tetra(tridecyl)diphosphite